(3-methyl-thiophen-2-yl)-methanone CC1=C(SC=C1)C=O